ClC1=C(C=CC=C1C1=C(C(=NC=C1)C1=CC=2CCC[C@H](C2C=C1)NC[C@H]1NC(CC1)=O)Cl)C1=CC=C(C(=N1)OC)CN[C@H](CCO)C(=O)O ((6-(2-chloro-3-(3-chloro-2-((R)-5-((((S)-5-oxopyrrolidin-2-yl)methyl)amino)-5,6,7,8-tetrahydronaphthalen-2-yl)pyridin-4-yl)phenyl)-2-methoxypyridin-3-yl)methyl)-D-homoserine